N-(2-methoxyethyl)-4-[2-{[1-(propan-2-yl)-1H-pyrazolo[4,3-c]pyridin-6-yl]amino}-6-(pyrrolidin-1-yl)pyrimidin-4-yl]-1,4-diazepane-1-carboxamide COCCNC(=O)N1CCN(CCC1)C1=NC(=NC(=C1)N1CCCC1)NC1=CC2=C(C=N1)C=NN2C(C)C